(R)-3-amino-N-(3-(4-amino-4-methylpiperidin-1-yl)pyridin-2-yl)-6-(6-(3-methylmorpholino)-3-(trifluoromethyl)pyridin-2-yl)pyrazine-2-carboxamide NC=1C(=NC(=CN1)C1=NC(=CC=C1C(F)(F)F)N1[C@@H](COCC1)C)C(=O)NC1=NC=CC=C1N1CCC(CC1)(C)N